trans-4-(((trans-4-(6-Cyano-5-methoxypyridin-2-yl)cyclohexyl)methyl)(3-(1-cyclopropyl-1H-pyrazol-4-yl)phenyl)carbamoyl)cyclohexyl methylcarbamate CNC(O[C@@H]1CC[C@H](CC1)C(N(C1=CC(=CC=C1)C=1C=NN(C1)C1CC1)C[C@@H]1CC[C@H](CC1)C1=NC(=C(C=C1)OC)C#N)=O)=O